2-(1H-imidazol-2-yl)-6-(benzenesulfonyl)-1-(1-(propylsulfonyl)pyrrolidin-3-yl)-1,6-dihydroimidazo[4,5-d]Pyrrolo[2,3-b]Pyridine N1C(=NC=C1)C1=NC=2C(=C3C(=NC2)N(C=C3)S(=O)(=O)C3=CC=CC=C3)N1C1CN(CC1)S(=O)(=O)CCC